7'-(3-cyanophenyl)-2'-oxo-1',4'-dihydro-2'H-spiro[pyrrolidine-3,3'-quinoline]-1-carbonitrile C(#N)C=1C=C(C=CC1)C1=CC=C2CC3(C(NC2=C1)=O)CN(CC3)C#N